COC1=CC=CC(=N1)CNCCO 2-(((6-methoxypyridin-2-yl)methyl)amino)ethan-1-ol